C(CCCC[C@@H]1SC[C@@H]2NC(=O)N[C@H]12)(=O)NCCCCNC(=O)C1CCC(CC1)CN1C(C=CC1=O)=O 1-biotinylamino-4-[4'-(maleimidomethyl)cyclohexane-carboxamido]butane